N[C@H]1CN(CC1)C1=NC(=CC(=N1)N1C(C2=CC=C(C(=C2C1)C1=C(C=CC=C1OC)F)C#N)=O)C 2-(2-((R)-3-aminopyrrolidin-1-yl)-6-methylpyrimidin-4-yl)-4-(2-fluoro-6-methoxyphenyl)-1-oxoisoindoline-5-carbonitrile